Phosphoramidous acid P(O)(O)N